N-(5-(2-fluorophenyl)-1,3,4-oxadiazol-2-yl)-5-methylisoxazole-3-carboxamide FC1=C(C=CC=C1)C1=NN=C(O1)NC(=O)C1=NOC(=C1)C